C(C)(C)(C)OC(=O)NC1=NN2C(C=C(C=C2)C=2C=NC(=C(C(=O)O)C2)Cl)=N1 5-(2-((tert-butoxycarbonyl)amino)-[1,2,4]triazolo[1,5-a]pyridin-7-yl)-2-chloronicotinic acid